2,4-di-tert-butyl-6-nitrophenol C(C)(C)(C)C1=C(C(=CC(=C1)C(C)(C)C)[N+](=O)[O-])O